[(4-fluorocyclohexyl)methyl]-3-methyl-1,5,9-triazacyclododecan FC1CCC(CC1)CN1CC(CNCCCNCCC1)C